C1=CC=CC=2C3=CC=CC=C3C(C12)COC(=O)N[C@@H](CC1=CC=C(C=C1)F)C(=O)O N-(9-fluorenylmethoxycarbonyl)-4-fluorophenylalanine